1'-Vinyl-ferrocenecarboxaldehyde C(=C)[C-]1C=CC=C1.[C-]1(C=CC=C1)C=O.[Fe+2]